(R)-4-(2-chloro-4-fluorophenyl)-7-((1-(4-(2-chloroacetyl)piperazin-1-yl)-1-oxopropan-2-yl)oxy)-2H-chromen-2-one ClC1=C(C=CC(=C1)F)C1=CC(OC2=CC(=CC=C12)O[C@@H](C(=O)N1CCN(CC1)C(CCl)=O)C)=O